ClC=1C2=C(N=C(N1)NS(=O)(=O)C1=CC=CC=C1)CCC2 N-(4-chloro-6,7-dihydro-5H-cyclopenta[d]pyrimidin-2-yl)benzenesulfonamide